FC=1C(=C(OC=2C(=NC(=CN2)C(F)(F)F)C(=O)OC)C=CC1F)OC methyl 3-(3,4-difluoro-2-methoxy-phenoxy)-6-(trifluoromethyl)pyrazine-2-carboxylate